N-((R)-3-(4-chlorobenzyl)piperidin-3-yl)-3-hydroxy-N-methylpropanamide ClC1=CC=C(C[C@]2(CNCCC2)N(C(CCO)=O)C)C=C1